5-nitro[1,10]phenanthroline [N+](=O)([O-])C1=C2C=CC=NC2=C2N=CC=CC2=C1